FC(C(=O)O)(F)F.ClC=1C=C(C=CC1)NC1C2=C(C=3N(CC1)N=NC3C)C=CC(=C2)C=2CNCC2 N-(3-chlorophenyl)-9-(2,5-dihydro-1H-pyrrol-3-yl)-1-methyl-6,7-dihydro-5H-benzo[c][1,2,3]triazolo[1,5-a]azepin-7-amine 2,2,2-trifluoroacetate